Allyl (2-(7-hydroxy-2-oxo-2H-chromen-4-yl)ethyl)carbamate OC1=CC=C2C(=CC(OC2=C1)=O)CCNC(OCC=C)=O